BrC=1C(=CC=2N(C1)C(=C(N2)CC)N(C)C=2SC=C(N2)C2=CC=C(C=C2)F)F (6-Bromo-2-ethyl-7-fluoro-imidazo[1,2-a]pyridin-3-yl)-[4-(4-fluoro-phenyl)-thiazol-2-yl]-methyl-amine